(4-((6-chloro-4-fluoropyridin-3-yl)ethynyl)-1H-pyrazol-1-yl)-N,N-dimethylethan-1-amine ClC1=CC(=C(C=N1)C#CC=1C=NN(C1)C(C)N(C)C)F